1,3-dimethyl-2-propylheptanol CC(C(C(CCCC)C)CCC)O